C(C)(C)(C)OC(=O)N[C@H](C(=O)N1NCCCC1)CC1=CC(=CC(=C1)O[Si](C(C)C)(C(C)C)C(C)C)C=1C=C2C(=C(NC2=CC1)I)CC(CO)(C)C (3S)-1-[(2S)-2-[(tert-butoxycarbonyl)amino]-3-[3-[3-(3-hydroxy-2,2-dimethylpropyl)-2-iodo-1H-indol-5-yl]-5-[(triisopropylsilyl)oxy]phenyl]propanoyl]-1,2-diazinane